BrC=1C=C2C(=CC1)C(N(CC21CC1)CC(=O)NC1=NC=C(C=N1)OCOC)=O 2-(6-bromo-1-oxospiro[3H-isoquinoline-4,1'-cyclopropan]-2-yl)-N-[5-(methoxymethoxy)pyrimidin-2-yl]acetamide